C(C(C)(C)C)(=O)OCC[C@H]1CC[C@H]2[C@@H]([C@@H]([C@H]3[C@@H](O2)[C@H]([C@H](O3)CC3OC(OC3)(C)C)O[Si](OC)(C(C)C)C(C)C)O)O1 (2R,3S,3aR,4aS,7R,8aR,9S,9aS)-3-((diisopropyl(methoxy)silyl)oxy)-2-((2,2-dimethyl-1,3-dioxolan-4-yl)methyl-9-hydroxydecahydrofuro[3,2-b]pyrano[2,3-e]pyran-7-yl)ethyl pivalate